7-chloro-N-((R)-1-((cis)-4-(6-fluoroquinolin-4-yl)cyclohexyl)propan-2-yl)quinazolin-4-amine ClC1=CC=C2C(=NC=NC2=C1)N[C@@H](C[C@@H]1CC[C@@H](CC1)C1=CC=NC2=CC=C(C=C12)F)C